3,3,4,4,5,5,6,6,7,7,8,8,9,9,10,10,11,11,12,12,12-Heneicosafluorododecyl methacrylate C(C(=C)C)(=O)OCCC(C(C(C(C(C(C(C(C(C(F)(F)F)(F)F)(F)F)(F)F)(F)F)(F)F)(F)F)(F)F)(F)F)(F)F